8-(5-methyl-1H-indazol-4-yl)-6-(2-(2-propenoyl)-2,6-diazaspiro[3.4]octan-6-yl)imidazo[1,2-a]pyridine-7-carbonitrile CC=1C(=C2C=NNC2=CC1)C=1C=2N(C=C(C1C#N)N1CC3(CN(C3)C(C=C)=O)CC1)C=CN2